C1(CCCCCC1)CC1(CN2C(C=3C=CC=CC13)=NC1=C2C=CC=C1)C(=O)[O-] 5-(cycloheptylmethyl)-5,6-dihydrobenzo[4,5]imidazo[2,1-a]isoquinoline-5-carboxylate